N-[2-({4-[3-(3,5-dichlorophenyl)-1H-pyrrolo[3,2-b]pyridin-2-yl]pyridin-3-yl}oxy)ethyl]-N-methylethenesulfonamide ClC=1C=C(C=C(C1)Cl)C1=C(NC=2C1=NC=CC2)C2=C(C=NC=C2)OCCN(S(=O)(=O)C=C)C